tert-butyl (2S)-2-formylazetidine-1-carboxylate C(=O)[C@H]1N(CC1)C(=O)OC(C)(C)C